1,4-Diazabicyclo-(2.2.2)-octan N12CCN(CC1)CC2